ClC1=CC(=C(C=C1)C1CCC(CC1)CC(=O)OCC)F ethyl 2-(4-(4-chloro-2-fluorophenyl)cyclohexyl)acetate